(2S,4r)-1-[(2S)-2-(4-cyclopropyl-triazol-1-yl)-3,3-dimethyl-butyryl]-N-[3-(2,5-dimethylpyrazol-3-yl)oxypropyl]-4-hydroxy-pyrrolidine-2-carboxamide C1(CC1)C=1N=NN(C1)[C@H](C(=O)N1[C@@H](C[C@H](C1)O)C(=O)NCCCOC=1N(N=C(C1)C)C)C(C)(C)C